P(=O)(O)(O)[O-].[K+] potassium dihydrogen orthophosphate